2-benzyl-5-(4-fluorophenyl)-8-methyl-2,5-diazaspiro[3.4]octane-1,6-dione C(C1=CC=CC=C1)N1C(C2(C1)N(C(CC2C)=O)C2=CC=C(C=C2)F)=O